(4-bromophenyl)-1,2-diphenyl-1,2,4-triazolane BrC1=CC=C(C=C1)C1N(N(CN1)C1=CC=CC=C1)C1=CC=CC=C1